FC1=CC=C(C=C1)C=1C=C2C(=NC=NC2=C(C1)OC1CCN(CC1)CC(F)(F)F)N[C@H](C)C=1C=NC(=NC1)C(F)(F)F (R)-6-(4-fluorophenyl)-8-((1-(2,2,2-trifluoroethyl)piperidin-4-yl)oxy)-N-(1-(2-(trifluoromethyl)pyrimidin-5-yl)ethyl)quinazolin-4-amine